ethyleneglycol bis(2-cyanoethyl) ether C(#N)CCOCCOCCC#N